tert-Butyl (S)-2-(allyl(4,4-difluorocyclohexyl)carbamoyl)pyrrolidine-1-carboxylate C(C=C)N(C(=O)[C@H]1N(CCC1)C(=O)OC(C)(C)C)C1CCC(CC1)(F)F